C(C)(=O)OC[C@@H](COC1=C(C=C(C=C1Cl)C(C)(C)C1=CC=C(C=C1)OC[C@H](CCl)OC(C)=O)Cl)OC(C)=O (R)-3-(4-(2-(4-((R)-2-acetoxy-3-chloropropoxy)phenyl)propan-2-yl)-2,6-dichlorophenoxy)propane-1,2-diyl diacetate